2,4-dihydroxybenzoic acid N-(4-hydroxy-3-methoxybenzyl) amide OC1=C(C=C(CNC(C2=C(C=C(C=C2)O)O)=O)C=C1)OC